C(C)(C)O[Si](CC(C1COC1)N[S@@](=O)C(C)(C)C)(C)C (S)-N-(2-(isopropoxydimethylsilyl)-1-(oxetan-3-yl)ethyl)-2-methylpropane-2-sulfinamide